ClC=1C(=NC=C(C1)C1=CC=C(C=C1)N1C[C@H](N([C@H](C1)C)C)C)N 3-chloro-5-(4-(cis-3,4,5-trimethylpiperazin-1-yl)phenyl)pyridin-2-amine